pentamethyl-1-oxo-3-vinyl-1H-naphtho[2,1-b]pyran-5-yl acetat C(C)(=O)OC1=C(C2=C(C(=C(C=C2C2=C1OC(=C(C2=O)C)C=C)C)C)C)C